NC=1C(=C(C=CC1)S(=O)(=O)N=CN(C)C)C=1C=NN(C1)C1CC1 amino-2-(1-cyclopropyl-1H-pyrazol-4-yl)-N-[(dimethylamino)methylidene]benzenesulfonamide